N=1N(N=C2C1C=CC=C2)C2=C(C(=C(C=C2)O)CC)O 4-(2H-benzotriazol-2-yl)-2-ethyl-1,3-benzenediol